1-(11Z-eicosenoyl)-2-(6Z,9Z,12Z-octadecatrienoyl)-glycero-3-phosphocholine CCCCCCCC/C=C\CCCCCCCCCC(=O)OC[C@H](COP(=O)([O-])OCC[N+](C)(C)C)OC(=O)CCCC/C=C\C/C=C\C/C=C\CCCCC